ClC=1N=C(C2=C(N1)C=NN2COCC[Si](C)(C)C)OCC2=CC=C(C=C2)C=2N(C=C(N2)C(F)(F)F)C 2-[[5-chloro-7-[[4-[1-methyl-4-(trifluoromethyl)imidazol-2-yl]phenyl]methoxy]pyrazolo[4,3-d]pyrimidin-1-yl]methoxy]ethyl-trimethyl-silane